ClC1=C(C=CC=C1)N1C(N=C(C2=CC(=C(C=C12)C1CC1)SC)NC)=O 1-(2-chlorophenyl)-7-cyclopropyl-4-(methylamino)-6-(methylthio)-quinazolin-2(1H)-one